(3S)-3-[8-[4-[4-[4-[3-amino-6-(3-fluoro-2-hydroxy-phenyl)pyridazin-4-yl]pyrazol-1-yl]-1-piperidyl]cyclohexyl]-2,3-dihydro-1,4-benzoxazin-4-yl]piperidine-2,6-dione NC=1N=NC(=CC1C=1C=NN(C1)C1CCN(CC1)C1CCC(CC1)C1=CC=CC=2N(CCOC21)[C@@H]2C(NC(CC2)=O)=O)C2=C(C(=CC=C2)F)O